OC1=CC=NC2=CC=CN=C12 4-Hydroxy-1,5-naphthyridine